ClC=1C=C(C(=NC1)OC)S(=O)(=O)NC1=NC=CC(=C1F)C#CC=1C=C2C(=NC1)NN=C2OC 5-chloro-N-[3-fluoro-4-(2-{3-methoxy-1H-pyrazolo[3,4-b]pyridin-5-yl}ethynyl)pyridin-2-yl]-2-methoxypyridine-3-sulfonamide